CC1(CC1)NC(O[C@H]1C[C@H](CC1)C1=NN(C(=C1)NC1=NC=CC2=C(C(=CC=C12)O)C1OCCO1)C(C)(C)C)=O (1R,3S)-3-(5-((5-(1,3-dioxolan-2-yl)-6-hydroxyisoquinolin-1-yl)amino)-1-(tert-butyl)-1H-pyrazol-3-yl)cyclopentyl (1-methylcyclopropyl)carbamate